2,6-dimethyl-4-tert-butyl-4-propyl-phenol CC1=C(C(=CC(C1)(CCC)C(C)(C)C)C)O